benzo[d]oxazole-4,7-dione O1C=NC2=C1C(C=CC2=O)=O